methyl 2-[4-[4-[4-(hydroxybenzhydryl)-1-piperidinyl]-1-oxobutyl] phenyl]-2,2-dimethylacetate OC(C1=CC=CC=C1)(C1=CC=CC=C1)C1CCN(CC1)CCCC(=O)C1=CC=C(C=C1)C(C(=O)OC)(C)C